4-[7-(2-morpholin-4-yl-ethoxyl)-benzimidazol-1-yl]-aniline N1(CCOCC1)CCOC1=CC=CC2=C1N(C=N2)C2=CC=C(N)C=C2